((perfluorocyclobut-1-en-1-yl)oxy)benzene FC1=C(C(C1(F)F)(F)F)OC1=CC=CC=C1